N-(6-bromoimidazo[1,2-a]pyridin-2-yl)-3-fluorotetrahydrofuran-3-carboxamide BrC=1C=CC=2N(C1)C=C(N2)NC(=O)C2(COCC2)F